2-(1-(3-amino-4-(6-(1-methyl-1H-pyrazol-4-yl)pyrazolo[1,5-a]pyrazin-4-yl)-1H-pyrazol-1-yl)-3-(benzyloxy)cyclobutyl)acetonitrile NC1=NN(C=C1C=1C=2N(C=C(N1)C=1C=NN(C1)C)N=CC2)C2(CC(C2)OCC2=CC=CC=C2)CC#N